(1R,4R)-1,3-dioxoisoindolin-2-yl 4-((tert-butoxycarbonyl)amino)cyclohexanecarboxylate C(C)(C)(C)OC(=O)NC1CCC(CC1)C(=O)ON1C(C2=CC=CC=C2C1=O)=O